N4,N4-dimethyl-pyrimidine-4,6-diamine CN(C1=NC=NC(=C1)N)C